[Mg+2].P([O-])([O-])([O-])=O.P([O-])([O-])([O-])=O.[Mg+2].[Mg+2] ortho-phosphoric acid magnesium salt